COC(C1=C(C=C(C=C1)NC=1C=2N(C=CN1)C(=CN2)C2=C(C(=C(C=C2)OC)F)F)CC)=O.FC2=C(C=CC(=C2F)OC)C2=CN=C1N2C=CN=C1NC1=CC(=C(C(=O)O)C=C1)CC 4-((3-(2,3-difluoro-4-methoxyphenyl)imidazo[1,2-a]pyrazin-8-yl)amino)-2-ethylbenzoic acid Methyl-4-((3-(2,3-difluoro-4-methoxyphenyl)imidazo[1,2-a]pyrazin-8-yl)amino)-2-ethylbenzoate